methyl (2S,4S,6R)-1-benzyl-4-hydroxy-6-methylpiperidine-2-carboxylate C(C1=CC=CC=C1)N1[C@@H](C[C@H](C[C@H]1C)O)C(=O)OC